tert-butyl (S)-2-((3-(1-((4-methyl-4H-1,2,4-triazol-3-yl)thio)ethyl)phenyl)carbamoyl)isonicotinate CN1C(=NN=C1)S[C@@H](C)C=1C=C(C=CC1)NC(=O)C=1C=C(C(=O)OC(C)(C)C)C=CN1